N-(4-chloro-2-fluorophenyl)-8-(2-oxa-6-azaspiro[3.4]octan-6-yl)pyrido[3,4-d]pyrimidin-2-amine ClC1=CC(=C(C=C1)NC=1N=CC2=C(N1)C(=NC=C2)N2CC1(COC1)CC2)F